2-(4-fluorophenyl)-2-(N-phenyl)aminoethanol FC1=CC=C(C=C1)C(CO)NC1=CC=CC=C1